C(C)OC(=O)C=1N(C=C(N1)N)C.NC1=C2N=CN(C2=NC(=N1)C=1C=C(C(=O)NC2=CC=C(C=C2)CN2CCN(CC2)C)C=CC1)[C@@H]1CC[C@@H](CC1)C(NC1=CC(=CC=C1)OC)=O 3-(6-amino-9-{cis-4-[(3-methoxyphenyl)carbamoyl]cyclohexyl}-9H-purin-2-yl)-N-{4-[(4-methylpiperazin-1-yl)methyl]phenyl}benzamide ethyl-4-amino-1-methylimidazole-2-carboxylate